O=C1NN=CC2=C1C=NC(=C2)C2=CC=C(CCP(O)(O)=O)C=C2 (4-(4-oxo-3,4-dihydropyrido[3,4-d]pyridazin-7-yl)phenethyl)phosphonic acid